CC1=C(OCC(=O)N[C@H]([C@H](C[C@H](CC2=CC=CC=C2)NC([C@@H](N2C(NCCC2)=O)C(C)C)=O)O)CC2=CC=CC=C2)C(=CC=C1)C (αS)-N-[(1S,3S,4S)-4-[[2-(2,6-Dimethylphenoxy)acetyl]amino]-3-hydroxy-5-phenyl-1-(phenylmethyl)pentyl]tetrahydro-α-(1-methylethyl)-2-oxo-1(2H)-pyrimidineacetamide